N-(4-ethynylbenzyl)propan-1-amine C(#C)C1=CC=C(CNCCC)C=C1